C(CCCCCCC)C1=C(C=CC=C1)OC=C Vinyl octyl-phenyl ether